7-bromo-5-(trifluoromethyl)isoquinolin-1(2H)-one BrC1=CC(=C2C=CNC(C2=C1)=O)C(F)(F)F